1,3-bis({[1-(4-chloro-3-fluorophenyl)-1H-1,2,4-triazol-5-yl]methyl})urea ClC1=C(C=C(C=C1)N1N=CN=C1CNC(=O)NCC1=NC=NN1C1=CC(=C(C=C1)Cl)F)F